3-methyloxetan-3-yl (8-amino-7-fluoro-6-(8-methyl-2,3-dihydro-1H-pyrido[2,3-b][1,4]oxazin-7-yl)isoquinolin-3-yl)carbamate NC=1C(=C(C=C2C=C(N=CC12)NC(OC1(COC1)C)=O)C1=C(C2=C(OCCN2)N=C1)C)F